FC(C=1C=C(C=CC1)C1=CC(=CS1)C(=O)O)(F)F 5-(3-(trifluoromethyl)phenyl)thiophene-3-carboxylic acid